FC(C(=O)[O-])(F)F.C(C)(C)(C)OC(/C=C/C1=CC=C(S1)C#CC1=CC=C(C=C1)N1CC[NH2+]CC1)=O (E)-4-(4-((5-(3-(Tert-butoxy)-3-oxoprop-1-en-1-yl)thiophen-2-yl)ethynyl)phenyl)piperazin-1-ium trifluoroacetate